(3S,4S)-3-[[(tert-butoxy)carbonyl]amino]-4-(propan-2-yloxy)pyrrolidine-1-carboxylic acid benzyl ester C(C1=CC=CC=C1)OC(=O)N1C[C@@H]([C@H](C1)OC(C)C)NC(=O)OC(C)(C)C